(2S,4R)-4-(ortho-tolyl)pyrrolidine-1,2-dicarboxylic acid 2-benzyl ester 1-(tert-butyl) ester C(C)(C)(C)OC(=O)N1[C@@H](C[C@@H](C1)C1=C(C=CC=C1)C)C(=O)OCC1=CC=CC=C1